FC=1C=C(C=CC1F)N1CCC2(CCN(CC2)C(=O)N2C(C=CC3=CC=CC=C23)=O)CC1 (9-(3,4-difluorophenyl)-3,9-diazaspiro[5.5]undecane-3-carbonyl)quinolin-2(1H)-one